N(=[N+]=[N-])CC1(COC1)CN=[N+]=[N-].[Na] sodium 3,3-bis-azidomethyloxetane